C(C)(=S)N1CCN(CC1)C1CCC(CC1)NC(=O)C1=CC2=C(N(N=C2C)CC(C)C)S1 N-((1r,4r)-4-(4-ethanethioylpiperazin-1-yl)cyclohexyl)-1-isobutyl-3-methyl-1H-thieno[2,3-c]pyrazole-5-carboxamide